N-(3-fluoro-4-(2-methyl-3-(5-methyl-1H-indazol-4-yl)-1H-pyrrolo[2,3-b]Pyridin-1-yl)phenyl)acrylamide FC=1C=C(C=CC1N1C(=C(C=2C1=NC=CC2)C2=C1C=NNC1=CC=C2C)C)NC(C=C)=O